6-(2-chloro-4-fluoro-5-methoxyphenyl)-3-(1-methyl-2-oxo-3-((2-(trimethylsilyl)ethoxy)methyl)-2,3-dihydro-1H-imidazo[4,5-c]pyridin-7-yl)thieno[3,2-d]pyrimidine-2,4(1H,3H)-dione ClC1=C(C=C(C(=C1)F)OC)C1=CC=2NC(N(C(C2S1)=O)C=1C2=C(C=NC1)N(C(N2C)=O)COCC[Si](C)(C)C)=O